tert-Butyl (2S,4R)-2-(1-hydroxyethyl)-4-methoxypyrrolidine-1-carboxylate OC(C)[C@H]1N(C[C@@H](C1)OC)C(=O)OC(C)(C)C